2-chloro-5-(chlorosulfonyl)benzoic acid ClC1=C(C(=O)O)C=C(C=C1)S(=O)(=O)Cl